COC=1C=C(C=C(C1)OC)C=CC=CC(=O)[O-] 5-(3,5-dimethoxy phenyl)-2,4-pentadienoate